OC1(C=2C=CC=C(N3N(CC=CCC1)C(C1=C3N=C(N=C1)NC1=CC=C(C=C1)N1CCNCC1)=O)N2)C 12-hydroxy-12-methyl-2-((4-(piperazin-1-yl)phenyl)amino)-7,10,11,12-tetrahydro-5H-13,17-(azeno)pyrimido[4',5':3,4]pyrazolo[1,2-a][1,2]diazacyclotridecin-5-one